C(#C)C=1C=NC=C(C1)N1CCN(CC1)C 3-ethynyl-5-(4-methylpiperazin-1-yl)pyridine